2-bromo-N-(6-methylbenzo[b]thiophene-5-yl)acetamide BrCC(=O)NC1=CC2=C(SC=C2)C=C1C